(9,9-di-n-octylfluorenyl-2,7-diyl)bromide C(CCCCCCC)C1(C2=CC(=CC=C2C2=CC=C(C(=C12)Br)Br)Br)CCCCCCCC